C(C)(=O)[O-].C(CCC)N1C=[N+](C=C1)C 1-butyl-3-methyl-imidazolium acetate